OCCC1=CC(=C(C=C1)COC1=C(C=C(C=C1)C=1C=2C(NC(C1)=O)=NNC2)OC)C(F)(F)F 4-(4-{[4-(2-hydroxyethyl)-2-(trifluoromethyl)phenyl]methoxy}-3-methoxyphenyl)-2H,6H,7H-pyrazolo[3,4-b]pyridin-6-one